C(C)(C)[Si](C(C)C)(C(C)C)C#CC1=C2C=CC(=CC2=CC=C1)N 5-((triisopropylsilyl)ethynyl)naphthalen-2-amine